OC1=CC=C(C=C1)N1CCN(CC1)C(\C=C\C=1C=C2C=CC(OC2=C(C1)C1=CC(=CC=C1)OC)(C)C)=O (E)-1-[4-(4-hydroxyphenyl)piperazin-1-yl]-3-[8-(3-methoxyphenyl)-2,2-dimethyl-2H-chromen-6-yl]prop-2-en-1-one